1,3-dicyclohexyl-2-hexene C1(CCCCC1)CC=C(CCC)C1CCCCC1